O.O.C(CC(O)(C(=O)[O-])CC(=O)[O-])(=O)[O-].[Na+].[Na+].[Na+].C(C)[Si](OC1=CC=CC=C1)(OC1=CC=CC=C1)C1=CC=CC=C1 ethyl-(phenyl)diphenoxysilane trisodium citrate dihydrate